CC(CC(C)C)=NCCCC[SiH](OCC)OCC N-(1,3-dimethylbutylidene)-3-(diethoxysilyl)methyl-1-propaneamine